4-((2S,4R)-1-((5-methoxy-7-methyl-1H-indol-4-yl)methyl)-4-(3-(trifluoromethoxy)azetidin-1-yl)piperidin-2-yl)benzoic acid COC=1C(=C2C=CNC2=C(C1)C)CN1[C@@H](C[C@@H](CC1)N1CC(C1)OC(F)(F)F)C1=CC=C(C(=O)O)C=C1